FC1=C(C(=O)N2C3C=C(CC2CCC3)C3=C2C(=NC(=C3)NC(=O)C3CC3)NC=C2)C=CN=C1 N-(4-(9-(3-fluoroisonicotinoyl)-9-azabicyclo[3.3.1]non-2-en-3-yl)-1H-pyrrolo[2,3-b]pyridin-6-yl)cyclopropylcarboxamide